F[B-](F)(F)F.NC(CC)C=1NC=C[N+]1C 1-aminopropyl-3-Methylimidazolium tetrafluoroborate